P(=N)(Cl)(Cl)Cl phosphorimidic trichloride